NC=1C(NC=C(N1)Cl)=O 3-amino-5-chloropyrazin-2(1H)-one